N-(4-(1-(3-(1,3-dioxolan-2-yl)propyl)piperidin-4-yl)-6-((4-(2-(3-chloro-4-(2-chloroethoxy)-5-cyanophenyl)propan-2-yl)phenoxy)methyl)pyrimidin-2-yl)methanesulfonamide O1C(OCC1)CCCN1CCC(CC1)C1=NC(=NC(=C1)COC1=CC=C(C=C1)C(C)(C)C1=CC(=C(C(=C1)C#N)OCCCl)Cl)NS(=O)(=O)C